2,8-dichloro-7-methylquinoline ClC1=NC2=C(C(=CC=C2C=C1)C)Cl